FC=1C=NC=C(C1C(C)N1C[C@@H](N(C[C@H]1CC)C=1C=2C(N(C(C1)=O)C)=CN(N2)CC#N)CC)F 2-(7-((2S,5R)-4-(1-(3,5-difluoropyridin-4-yl)ethyl)-2,5-diethylpiperazin-1-yl)-4-methyl-5-oxo-4,5-dihydro-2H-pyrazolo[4,3-b]pyridin-2-yl)acetonitrile